FC=1C=C(OC2=CC(=C(C=C2)OC)[N+](=O)[O-])C=C(C1)F 4-(3,5-Difluorophenoxy)-1-methoxy-2-nitrobenzene